heptane-2,6-diamine CC(CCCC(C)N)N